C(C)(C)(C)OC(CC1=CC=C(C=C1)N1CC(C1)CN1CCNCC1)=O 2-[4-[3-(piperazin-1-ylmethyl)azetidin-1-yl]phenyl]acetic acid tert-butyl ester